N-(2-iodophenyl)-2-methyl-4H-thieno[3,2-b]pyrrole-5-carboxamide IC1=C(C=CC=C1)NC(=O)C1=CC2=C(N1)C=C(S2)C